2-(Spiro[3.3]heptan-2-ylamino)pyridine-4-carboxylic acid C1C(CC12CCC2)NC2=NC=CC(=C2)C(=O)O